tert-butyl (1-(5-(3-cyano-6-ethoxypyrazolo[1,5-a]pyridin-4-yl)pyridin-2-yl)-3-methoxypiperidin-4-yl)carbamate C(#N)C=1C=NN2C1C(=CC(=C2)OCC)C=2C=CC(=NC2)N2CC(C(CC2)NC(OC(C)(C)C)=O)OC